benzyl (S)-4-(5-(5-bromo-3-((1-(((tert-butyldiphenylsilyl)oxy)methyl)cyclopropyl)methyl)-1-(2-isopropoxyethyl)-1H-indol-2-yl)-6-(1-methoxyethyl)pyridin-3-yl)piperazine-1-carboxylate BrC=1C=C2C(=C(N(C2=CC1)CCOC(C)C)C=1C=C(C=NC1[C@H](C)OC)N1CCN(CC1)C(=O)OCC1=CC=CC=C1)CC1(CC1)CO[Si](C1=CC=CC=C1)(C1=CC=CC=C1)C(C)(C)C